C(C)(C)(C)C1=NCC=C(C1)C=1N=C(SC1)N tert-butyl-4-(2-aminothiazol-4-yl)-3,6-dihydropyridine